C(C1=CC=CC=C1)N(C1CC2(C1)CCC(CC2)C(=O)O)C(=O)OC(C)(C)C 2-(benzyl-(t-butoxycarbonyl)amino)spiro[3.5]nonane-7-carboxylic acid